triethylene oxalate C(C(=O)O)(=O)O.C=C.C=C.C=C